(5S)-8-chloro-1-[trans-4-(pyridin-2-yloxy)cyclohexyl]-5,6-dihydro-4H-[1,2,4]triazolo[4,3-a][1]benzazepine-5-amine ClC=1C=CC2=C(C[C@@H](CC=3N2C(=NN3)[C@@H]3CC[C@H](CC3)OC3=NC=CC=C3)N)C1